ClC=1C=CC(=C(C1)C1=CC(=C(N=N1)SCCO)NC1=CC(=NC=C1)NC(=O)C1CC(C1)N1CCC(CC1)(CO)F)F N-(4-{[6-(5-chloro-2-fluorophenyl)-3-[(2-hydroxy-ethyl)sulfanyl]pyridazin-4-yl]-amino}pyridin-2-yl)-3-[4-fluoro-4-(hydroxymethyl)-piperidin-1-yl]cyclobutane-1-carboxamide